CN1N=CC2=CC=C(C(=C12)C=1C(=C(N=C2[C@H]3CC[C@@H](C12)C3)N3CC1(CN(C1)C(C=C)=O)CC3)C#N)C (M)-(1S,8R)-6-(1,6-dimethyl-1H-indazol-7-yl)-4-(2-(2-propenoyl)-2,6-diazaspiro[3.4]octan-6-yl)-3-azatricyclo[6.2.1.02,7]undeca-2,4,6-triene-5-carbonitrile